COC=1C(=CC(=C(CC=2OC=CC=NC2)C1)C=1C=NN(C1)C)[N+](=O)[O-] (5-methoxy-2-(1-methyl-1H-pyrazol-4-yl)-4-nitrobenzyl)-1,4-oxazepine